ClC=1C=CC(=C(C1)C1=CC(N(C=C1OC)C(C(=O)NC1=CC(=C(C=C1)P(=O)(C)C)F)CC1=CC=CC=C1)=O)N1N=NC(=C1)Cl 2-(4-(5-Chloro-2-(4-chloro-1H-1,2,3-triazol-1-yl)phenyl)-5-methoxy-2-oxopyridine-1(2H)-yl)-N-(4-(dimethylphosphoryl)-3-fluorophenyl)-3-phenylpropanamide